sodium (5S,8S)-8-carboxy-1-(9H-fluoren-9-yl)-5-isopropyl-3,6,14,29-tetraoxo-2,17,20,23,26-pentaoxa-4,7,13,30-tetraazadotriacontane-32-sulfonate C(=O)(O)[C@@H](NC([C@@H](NC(OCC1C2=CC=CC=C2C=2C=CC=CC12)=O)C(C)C)=O)CCCCNC(CCOCCOCCOCCOCCC(NCCS(=O)(=O)[O-])=O)=O.[Na+]